CC(CNC(OC(C)(C)C)=O)CCC(C1=CC=C(C=C1)C(F)(F)F)=O tert-Butyl N-[2-methyl-5-oxo-5-[4-(trifluoromethyl)phenyl]pentyl]carbamate